methyl 3-fluoro-5-(prop-1-en-2-yl)benzoate FC=1C=C(C(=O)OC)C=C(C1)C(=C)C